2-((((9H-fluoren-9-yl)methoxy)carbonyl)amino)-4-((S)-3-(((R)-4-(allyloxy)-3-(((allyl-oxy)carbonyl)amino)-4-oxobutyl)(methyl)amino)pyrrolidin-1-yl)butanoic acid C1=CC=CC=2C3=CC=CC=C3C(C12)COC(=O)NC(C(=O)O)CCN1C[C@H](CC1)N(C)CC[C@H](C(=O)OCC=C)NC(=O)OCC=C